(S)-3-(7-bromobenzofuran-5-yl)-2-((R)-1-(tert-butoxycarbonyl)pyrrolidin-3-yl)propanoic acid BrC1=CC(=CC=2C=COC21)C[C@H](C(=O)O)[C@@H]2CN(CC2)C(=O)OC(C)(C)C